1-benzyl-3-(isoquinolin-3-ylamino)-4,6-dihydropyrrolo[3,4-c]pyrazole-5(1H)-carbonitrile C(C1=CC=CC=C1)N1N=C(C2=C1CN(C2)C#N)NC=2N=CC1=CC=CC=C1C2